O1CC(C1)N1CC(CC1)N (oxetan-3-yl)pyrrolidin-3-amine